FC1=CC=C(CSC2=NC=3C(N(C=CC3)C(C(=O)NC3=C(C=CC=C3)C)CC)=N2)C=C1 2-(2-((4-fluorobenzyl)thio)-4H-imidazo[4,5-b]pyridin-4-yl)-N-(o-tolyl)butanamide